ClC=1C=C2CCC(CC2=CC1Cl)OC=1N=NNC1C(=O)OC methyl 4-((6,7-dichloro-1,2,3,4-tetrahydronaphthalen-2-yl) oxy)-1H-1,2,3-triazole-5-carboxylate